C(C)(=O)OCC(COC(C)=O)OC(C)=O 1,2,3-Tri-acetoxy-propan